[Si](C)(C)(C(C)(C)C)OC[C@H](C)C1=NN=C(S1)C=1C=2N(C=C(C1)C=1C=NN(C1)CC=1C=CC=C3C=NNC13)N=C(N2)N 8-{5-[(2S)-1-{[tert-Butyl(dimethyl)silyl]oxy}propan-2-yl]-1,3,4-thiadiazol-2-yl}-6-{1-[(1H-indazol-7-yl)methyl]-1H-pyrazol-4-yl}[1,2,4]triazolo[1,5-a]pyridin-2-amine